2-[4-(2-hydroxymethyl-1-pyrrolidinyl)-6-[4-(1H-tetrazol-5-yl)benzylamino]pyrimidin-2-ylamino]-4-methylthiazole-5-carboxylic acid ethyl ester C(C)OC(=O)C1=C(N=C(S1)NC1=NC(=CC(=N1)N1C(CCC1)CO)NCC1=CC=C(C=C1)C1=NN=NN1)C